OC=1C=C(C(=O)O)C=C(C1O)O.FC(=C)OC(C(C(C(C(C(F)(F)F)(F)F)(F)F)(F)F)(F)F)(F)F 1-((1-fluorovinyl)oxy)perfluorohexane 3,4,5-TRIHYDROXYBENZOATE